C(CCCC)C(=O)CCCCCCCCCCCCCCCCCCCCCCCC n-tetracosyl amyl ketone